C(C)(C)(C)C1=NC(=CC=C1C)C(C)(C)C 2,6-di-t-butylmethylpyridine